C(C)OC(=O)C=1C=NC2=CC(=C(N=C2C1)OC)Br 7-bromo-6-methoxy-1,5-naphthyridine-3-carboxylic acid ethyl ester